CC1=C2CN(C(C2=CC=C1)=O)C1CCC(CC1)C(=O)N 4-(4-methyl-1-oxoisoindolin-2-yl)cyclohexanecarboxamide